5-((2'-(4-Phenylpiperidin-1-yl)-[2,4'-bipyrimidin]-4-yl)ethynyl)-1H-indazole C1(=CC=CC=C1)C1CCN(CC1)C1=NC=CC(=N1)C1=NC=CC(=N1)C#CC=1C=C2C=NNC2=CC1